diethyldichlorosilane C(C)[Si](Cl)(Cl)CC